CC1=C(C(=CC=C1)C)N1C(=NC2=NC=CC=C21)C=2C1=C(C(N(C2)C)=O)NC(=C1)C(=O)NCC 4-(1-(2,6-dimethylphenyl)-1H-imidazo[4,5-b]pyridin-2-yl)-N-ethyl-6-methyl-7-oxo-6,7-dihydro-1H-pyrrolo[2,3-c]pyridine-2-carboxamide